2-(2,6-dioxo-piperidine-3-yl)-5-(piperazine-1-yl)isoindole-1,3-dione O=C1NC(CCC1N1C(C2=CC=C(C=C2C1=O)N1CCNCC1)=O)=O